FC(C1=CC(=NC=C1)C1=NN2C(=NC=3C=CC=CC3C2=N1)NC=1C(N=CC=CC1)=O)(F)F (3S)-3-({2-[4-(trifluoromethyl)pyridin-2-yl][1,2,4]triazolo[1,5-c]quinazolin-5-yl}amino)azepin-2-one